Cl.N(N)CC=1C(=NN(C1)C)I 4-(hydrazinomethyl)-3-iodo-1-methyl-1H-pyrazole hydrochloride